2'-amino-5'-(6-((3-(3-aminobenzamido)phenyl)amino)pyrimidin-4-yl)-N,N-dimethyl-[2,3'-bipyridine]-5-carboxamide NC1=NC=C(C=C1C1=NC=C(C=C1)C(=O)N(C)C)C1=NC=NC(=C1)NC1=CC(=CC=C1)NC(C1=CC(=CC=C1)N)=O